fluorine niobium [Nb].[F]